2-methyl-5-((5-methyl-4-((4-(4-methylpiperazin-1-yl)phenyl)amino)pyrimidin-2-yl)amino)benzenesulfonamide CC1=C(C=C(C=C1)NC1=NC=C(C(=N1)NC1=CC=C(C=C1)N1CCN(CC1)C)C)S(=O)(=O)N